CC(C(CC(=O)N[C@@H](C)C1=CC(=CC=C1)OCC(F)(F)F)=O)C (S)-4-methyl-3-oxo-N-(1-(3-(2,2,2-trifluoroethoxy)phenyl)ethyl)pentanamide